N1=CC=C(C=C1)CC(P(O)(O)=O)P(O)(O)=O 2-(pyridin-4-yl)ethane-1,1-diyl-bisphosphonic acid